(2,4-di-tert-butylphenyl)-4,4'-biphenyl bisphosphite P(O)(O)O.P(O)(O)O.C(C)(C)(C)C1=C(C=CC(=C1)C(C)(C)C)C1=CC=C(C=C1)C1=CC=CC=C1